NC=1SC(=CN1)C 2-amino-5-methyl-Thiazole